C(C)(=O)NCCNCC1=C(C=C(C=C1)OCC1=C(C(=CC=C1)C1=CC2=C(OCCO2)C=C1)Br)OCC1=CC(=CC=C1)C#N N-acetylaminoethyl-4-(2-bromo-3-(2,3-dihydrobenzo[b][1,4]dioxin-6-yl)benzyloxy)-2-(3-cyanobenzyloxy)benzylamine